(+/-)-tert-Butyl ((cis)-4-fluoropiperidin-3-yl)carbamate F[C@@H]1[C@@H](CNCC1)NC(OC(C)(C)C)=O |r|